tri-tert-butyl (6S,13S,17S)-6-{[(1r,4S)-4-(aminomethyl)cyclohexane-1-carbonyl]amino}-1,7,15-trioxo-1-(pyrazin-2-yl)-2,8,14,16-tetraazanonadecane-13,17,19-tricarboxylate NCC1CCC(CC1)C(=O)N[C@@H](CCCNC(C1=NC=CN=C1)=O)C(NCCCC[C@H](NC(N[C@@H](CCC(=O)OC(C)(C)C)C(=O)OC(C)(C)C)=O)C(=O)OC(C)(C)C)=O